SC1=CC=C(CO)C=C1 4-Mercaptobenzyl alcohol